3-((4-(4-amino-3',3'-difluoro-[1,4'-bipiperidin]-1'-yl)-3-fluorophenyl)amino)piperidine-2,6-dione NC1CCN(CC1)C1C(CN(CC1)C1=C(C=C(C=C1)NC1C(NC(CC1)=O)=O)F)(F)F